2-(4-(6-isopropyl-5-(1,4,5-trimethyl-6-oxo-1,6-dihydropyridin-3-yl)-4H-pyrrolo[3,2-d]thiazol-2-yl)piperidin-1-yl)acetamide C(C)(C)C1=C(NC2=C1N=C(S2)C2CCN(CC2)CC(=O)N)C2=CN(C(C(=C2C)C)=O)C